N-[2-acetyl-5-(trifluoromethyl)phenyl]-3-bromo-benzamide C(C)(=O)C1=C(C=C(C=C1)C(F)(F)F)NC(C1=CC(=CC=C1)Br)=O